C(C)(C)(C)OC(=O)N1CCN(CC1)C[C@H](C)NC1=NC=NC2=C(C=CC=C12)N1CCCC1 4-[(2S)-2-[(8-pyrrolidin-1-yl-quinazolin-4-yl)amino]propyl]piperazine-1-carboxylic acid tert-butyl ester